(E)-2-(2-(aminomethyl)-3-fluoroallyl)-5-cyclopentyl-2,5,6,7-tetrahydro-4H-pyrazolo[4,3-c]pyridin-4-one NC/C(/CN1N=C2C(C(N(CC2)C2CCCC2)=O)=C1)=C\F